2-methylsulfanyl-4-tributylstannanyl-pyrimidine CSC1=NC=CC(=N1)[Sn](CCCC)(CCCC)CCCC